2,3-dihydroxypropyl behenate C(CCCCCCCCCCCCCCCCCCCCC)(=O)OCC(CO)O